4-(3-Chloro-2-fluoro-6-methoxyphenyl)-N-(5-(2-methoxyethoxy)-1,3,4-thiadiazol-2-yl)-6-methylnicotinamide ClC=1C(=C(C(=CC1)OC)C1=CC(=NC=C1C(=O)NC=1SC(=NN1)OCCOC)C)F